ClC1=C2CCC(C2=CC=C1)CC1=CN=CN1 5-((4-chloro-2,3-dihydro-1H-indene-1-yl)methyl)-1H-imidazole